7-bromo-1-methyl-2-(3-(pyrrolidin-1-yl)propyl)-1H-imidazo[4,5-d]thieno[3,2-b]pyridin-4-amine BrC1=CC2=NC(=C3C(=C2S1)N(C(=N3)CCCN3CCCC3)C)N